C(C)N1C[C@H]2C[C@H]2[C@H](C1)OC=1C=C2CN(C(C2=CC1)=O)C1C(NC(CC1)=O)=O 3-(5-(((1S,5R,6R)-3-ethyl-3-azabicyclo[4.1.0]heptan-5-yl)oxy)-1-oxoisoindolin-2-yl)piperidine-2,6-dione